7-(((cis)-3-hydroxycyclobutyl)amino)-1-(((R)-tetrahydrofuran-3-yl)amino)-2,6-naphthyridine O[C@H]1C[C@H](C1)NC1=NC=C2C=CN=C(C2=C1)N[C@H]1COCC1